(trans)-5,7-dihydroxy-2-(4-hydroxy-3-methoxyphenyl)-3-methoxychroman-4-one OC1=C2C([C@H]([C@@H](OC2=CC(=C1)O)C1=CC(=C(C=C1)O)OC)OC)=O